(E)-4-(Dimethylamino)-N-(2-(5-fluoro-2,4-dihydroxybenzoyl)isoindolin-4-yl)but-2-enamide CN(C/C=C/C(=O)NC1=C2CN(CC2=CC=C1)C(C1=C(C=C(C(=C1)F)O)O)=O)C